C1COCCN2C1=C(C=1C=CC=CC21)C(=O)O 1,2,4,5-tetrahydro-[1,4]oxazepino[4,5-a]indole-11-carboxylic acid